NC1=NC2=CC(=CC(=C2C=N1)N(CC1=CC=C(C=C1)OC)CC1=CC=C(C=C1)OC)OC=1C=C2CCN(CC2=CC1)C(=O)OC(C)(C)C tert-butyl 6-((2-amino-5-(bis(4-methoxybenzyl)amino)quinazolin-7-yl)oxy)-3,4-dihydroisoquinoline-2(1H)-carboxylate